3,4,5-trimethyl-4-heptanol CC(CC)C(C(CC)C)(O)C